BrC=1C(=C(NC=2C3=C(N=CN2)NC=C3C3CCN(CC3)C(C=C)=O)C=CC1OCC1=NC=CC=C1)F 1-[4-[4-[3-bromo-2-fluoro-4-(2-pyridylmethoxy)anilino]-7H-pyrrolo[2,3-d]pyrimidin-5-yl]-1-piperidyl]prop-2-en-1-one